CN(C)CC1CCN(CC1)C1=C(C=C(C=N1)CC=1N=C2C(=NC(=NN2C1)OC(C)CCC)N)C (6-(4-((dimethylamino)methyl)piperidin-1-yl)-5-methylpyridin-3-ylmethyl)-2-(pentan-2-yloxy)imidazo[2,1-f][1,2,4]triazin-4-amine